BrC1=CC(=NC=C1)N1CCOC2(CNC2)C1 8-(4-bromopyridin-2-yl)-5-oxa-2,8-diazaspiro[3.5]nonane